[Zr].[Al] aluminium-zirconium salt